4-((8-methyl-2,3-dihydro-1H-pyrido[2,3-b][1,4]oxazin-7-yl)amino)-N-(4-(4-methylpiperazin-1-yl)-3-(4H-1,2,4-triazol-4-yl)phenyl)-2-oxo-1,2-dihydropyridine-3-carboxamide CC1=C(C=NC=2OCCNC21)NC2=C(C(NC=C2)=O)C(=O)NC2=CC(=C(C=C2)N2CCN(CC2)C)N2C=NN=C2